C1(OC(C2C3C=CC(C12)O3)=O)=O 3a,4,7,7a-tetrahydro-4,7-epoxyisobenzofuran-1,3-dione